BrC=1C=C2C(=CC=NC2=CC1)NC(C=C)=O N-(6-bromoquinolin-4-yl)prop-2-enamide